methyl 1-(4-chlorobenzyl)-1H-1,2,4-triazole-3-carboxylate ClC1=CC=C(CN2N=C(N=C2)C(=O)OC)C=C1